FC1=C(C=C(C=C1)S(=O)(=O)N(CC1=CC=C(C=C1)OC)C1=NC(=CC=C1)F)C(F)(F)F 4-fluoro-N-(6-fluoropyridin-2-yl)-N-(4-methoxybenzyl)-3-(trifluoromethyl)benzenesulfonamide